4-(((2-Amino-4,5,6,7-tetrahydrobenzo[d]thiazol-6-yl)(propyl)amino)methyl)piperidine-1-carboxylic acid methyl ester hydrochloride Cl.COC(=O)N1CCC(CC1)CN(CCC)C1CC2=C(N=C(S2)N)CC1